rac-(3aR,5R,7S,7aR)-1-isopropyl-5-(6-methoxypyridin-2-yl)-3,3,5,7-tetramethyloctahydrobenzo[c]isoxazole C(C)(C)N1OC([C@H]2[C@H]1[C@H](C[C@@](C2)(C)C2=NC(=CC=C2)OC)C)(C)C |r|